4-(2-{[(2R,7aS)-2-fluoro-hexahydropyrrolizin-7a-yl]methoxy}-8-fluoro-5-(pyrazolidin-1-yl)pyrido[4,3-d]pyrimidin-7-yl)-6-fluoro-5-[2-(triisopropylsilyl)ethynyl]naphthalen-2-ol F[C@@H]1C[C@@]2(CCCN2C1)COC=1N=CC2=C(N1)C(=C(N=C2N2NCCC2)C2=CC(=CC1=CC=C(C(=C21)C#C[Si](C(C)C)(C(C)C)C(C)C)F)O)F